2-hydroxy-4,6-dichlorobenzaldehyde OC1=C(C=O)C(=CC(=C1)Cl)Cl